O1C(CCCC1)OCCOC=1C=NC2=CC=C(C=C2N1)CC(=O)O 2-(3-(2-((tetrahydro-2H-pyran-2-yl)oxy)ethoxy)quinoxalin-6-yl)acetic acid